ethyl 4-(N-ethyl-S-methyl-sulfonimidoyl)benzoate C(C)N=S(=O)(C)C1=CC=C(C(=O)OCC)C=C1